9-ethyl-9-methyl-8-oxo-2-phenyl-2-azaspiro[4.5]dec-6-ene-7-carbonitrile C(C)C1(C(C(=CC2(CCN(C2)C2=CC=CC=C2)C1)C#N)=O)C